2-(4-(3-isopropyl-2-(1-(2-methoxyethyl)-5-methyl-6-oxo-1,6-dihydropyridin-3-yl)-1H-indol-5-yl)piperidin-1-yl)-N-methylacetamide C(C)(C)C1=C(NC2=CC=C(C=C12)C1CCN(CC1)CC(=O)NC)C1=CN(C(C(=C1)C)=O)CCOC